(R)-N-(4-(1-(1-((2-fluoro-4-methylphenyl)methyl-d2)-2-oxopyrrolidin-3-yl)piperidin-4-yl)phenyl)methanesulfonamide FC1=C(C=CC(=C1)C)C(N1C([C@@H](CC1)N1CCC(CC1)C1=CC=C(C=C1)NS(=O)(=O)C)=O)([2H])[2H]